C1(CCCC1)P(C1=C(SC(=C1P(C1CCCC1)C1CCCC1)CC)CC)C1CCCC1 3,4-bis(dicyclopentylphosphino)-2,5-diethylthiophene